2-{8-Chloro-1-[(2R,4R)-2-methyloxazin-4-yl]-1H-imidazo[4,5-c]quinolin-2-yl}-N-(2-hydroxyethyl)acetamide ClC1=CC=2C3=C(C=NC2C=C1)N=C(N3C3=CN(OC=C3)C)CC(=O)NCCO